CC1OC=CC1=O 2-methyl-2H-furan-3-one